2-[7-[3-[(4-chloro-1H-indazol-5-yl)amino]-4-methyl-pyrazol-1-yl]-2,3-dihydro-1,4-benzoxazin-4-yl]-N-isopropyl-acetamide ClC1=C2C=NNC2=CC=C1NC1=NN(C=C1C)C1=CC2=C(N(CCO2)CC(=O)NC(C)C)C=C1